(S)-N-hydroxy-3-(4-hydroxyphenyl)-2-(4-((N-methyl-5-phenylthiophene-2-sulfonylamino)methyl)-1H-1,2,3-triazol-1-yl)propanamide tert-butyl-(4-(4-(hydroxymethyl)phenoxy)butyl)carbamate C(C)(C)(C)N(C(O)=O)CCCCOC1=CC=C(C=C1)CO.ONC([C@H](CC1=CC=C(C=C1)O)N1N=NC(=C1)CN(C)S(=O)(=O)C=1SC(=CC1)C1=CC=CC=C1)=O